tert-Butyl 3-(3-ethoxy-3-oxopropanoyl)azetidine-1-carboxylate C(C)OC(CC(=O)C1CN(C1)C(=O)OC(C)(C)C)=O